4-isocyanatotetrahydro-2h-pyran N(=C=O)C1CCOCC1